BrC1=C(C(=CC=C1Cl)Br)C1=NC(=NC(=N1)C1=CC=CC=C1)C1=CC=CC=C1 2-(2,6-Dibromo-3-chlorophenyl)-4,6-diphenyl-1,3,5-triazine